2-(1-(cyclopropylmethyl)-5-fluoro-7-(piperidin-4-yl)-1H-indol-2-yl)-4-methoxy-3-methylpyrazolo[1,5-a]pyridine-6-carboxylic acid methyl ester COC(=O)C=1C=C(C=2N(C1)N=C(C2C)C=2N(C1=C(C=C(C=C1C2)F)C2CCNCC2)CC2CC2)OC